C(#N)C=1C=C(CC[C@@H]2CN(CC[C@H]2C2=CC=C(C=C2)OC)C(=O)OC(C)(C)C)C=CC1 |r| (+/-)-trans-tert-Butyl 3-(3-Cyanophenethyl)-4-(4-methoxyphenyl)piperidine-1-carboxylate